(S)-4-(8-amino-3-(1-(2-chloropyrimidine-4-carbonyl)pyrrolidin-2-yl)imidazo[1,5-a]pyrazin-1-yl)-2-fluoro-N-(pyridin-2-yl)benzamide NC=1C=2N(C=CN1)C(=NC2C2=CC(=C(C(=O)NC1=NC=CC=C1)C=C2)F)[C@H]2N(CCC2)C(=O)C2=NC(=NC=C2)Cl